COCOC1=C(C=C(C=C1[Si](C)(C)C)C(F)(F)F)P(Cl)C1=C(C=C(C=C1OC)OC)OC (2-methoxymethoxy-3-trimethylsilyl-5-trifluoromethylphenyl)-(2,4,6-trimethoxyphenyl)chlorophosphine